OCC1CC2(CN(C2)CC=2C=C(C=CC2)C2C(NC(CC2)=O)=O)C1 3-[3-[[6-(hydroxymethyl)-2-azaspiro[3.3]heptan-2-yl]methyl]phenyl]piperidine-2,6-dione